methyl 5-methyl-4-oxo-4,5-dihydro-1H-pyrrolo[3,2-c]pyridine-2-carboxylate CN1C(C2=C(C=C1)NC(=C2)C(=O)OC)=O